F[C@@H](C(=O)NC1=C(C=C(C=C1)NCC1=CC=C(C=C1)C(F)(F)F)N1CCCCC1)[C@H](CCCCC)F (2S,3S)-2,3-difluoro-N-(2-(piperidin-1-yl)-4-((4-(trifluoromethyl)benzyl)amino)phenyl)octanamide